(R)-(2-((3-bromo-5-fluorobenzyl)oxy)-3-(octadecyloxy)propoxy)(tert-butyl)dimethylsilane BrC=1C=C(CO[C@@H](CO[Si](C)(C)C(C)(C)C)COCCCCCCCCCCCCCCCCCC)C=C(C1)F